N=1C=CN2C1C(=NC=C2)N imidazolo[1,2-a]pyrazin-8-amine